CC=1C(=C(CC2=C(C#N)C=CC=C2)C=C(C1)C)OCCC1CCOCC1 2-(3,5-dimethyl-2-(2-(tetrahydro-2H-pyran-4-yl)ethoxy)benzyl)benzonitrile